C(C)(C)(C)OC(=O)N1C2=C(OC(C1)(C)C#N)C(=CC=C2)Br.COC2=C(C(=CC(=C2)C)OC)S(=O)(=O)N 2,6-dimethoxy-4-methyl-benzenesulfonamide tert-Butyl-8-bromo-2-cyano-2-methyl-2,3-dihydro-4H-benzo[b][1,4]oxazine-4-carboxylate